[Te].[Se].[Fe] Iron-selenium-tellurium